CC1(N(CCC1)CCNC(=O)C=1C=C(C(=NC1)C)NC(=O)C1=NN=C2N1C=CC(=C2)C=2C=NN(C2)C)C N-(5-((2-(2,2-dimethylpyrrolidin-1-yl)ethyl)carbamoyl)-2-methylpyridin-3-yl)-7-(1-methyl-1H-pyrazol-4-yl)-[1,2,4]triazolo[4,3-a]pyridine-3-carboxamide